sodium N-ethyl-N-(3-sulfopropyl)-m-anisidine sodium salt [Na+].C(C)N(C=1C=C(OC)C=CC1)CCCS(=O)(=O)[O-].[Na+].C(C)N(C=1C=C(OC)C=CC1)CCCS(=O)(=O)[O-]